C(C)(C)(C)OC(=O)N1N=C(C=C1C=1C=NN2C1N=C(C=C2C2(CC2)S(=O)(=O)C)N2[C@@H](COCC2)C)C (R)-tert-butyl-3-methyl-5-(5-(3-methylmorpholino)-7-(1-(methylsulfonyl) cyclopropyl) pyrazolo[1,5-a]pyrimidin-3-yl)-1H-pyrazole-1-carboxylate